2-(2-bromo-4-ethylsulfonyl-phenoxy)-5-[2-(4-piperidyl)ethyl]pyrazine BrC1=C(OC2=NC=C(N=C2)CCC2CCNCC2)C=CC(=C1)S(=O)(=O)CC